4-hydroxypiperidin-1-sulfonamid OC1CCN(CC1)S(=O)(=O)N